2-ethoxy-ethoxycarbonyl-1,2-bishydroxyquinoline C(C)OCCOC(=O)C=1C(N(C2=CC=CC=C2C1)O)O